CC1(C2=CC=CC=C2C=2C=C(C=CC12)N)C 9,9-dimethylfluoren-3-amine